methyl-(hydroxybenzyl)methoxyethoxysilane C[SiH](OCCOC)C(C1=CC=CC=C1)O